O=CCCC(=O)OC=1C=C2C(=CNC2=CC1)CCN(C)C (3-(2-(dimethylamino) ethyl)-1H-indol-5-yl) oxo-4-butanoate